N-(2-morpholinyl)ethyl-4-azetidinone N1CC(OCC1)CCN1CCC1=O